(1R,2R)-N-(7-chloro-6-(1-((3S,4S)-4-fluoro-3-methyltetrahydrofuran-3-yl)piperidin-4-yl)isoquinolin-3-yl)-5-ethoxyspiro[2.3]hexane-1-carboxamide ClC1=C(C=C2C=C(N=CC2=C1)NC(=O)[C@@H]1CC12CC(C2)OCC)C2CCN(CC2)[C@]2(COC[C@H]2F)C